5-ethynyl-2(1H)-pyridone C(#C)C=1C=CC(NC1)=O